[1,1'-biphenyl]-4-yl-4'-d 2-propylvalerate C(CC)C(C(=O)OC1=CC=C(C=C1)C1=CC=C(C=C1)[2H])CCC